COC=1C(=CC=2N(C1)N=C(C2)C2CCC(CC2)CC=O)C(=O)NC2=NC(=CC=C2)C(F)(F)F 6-methoxy-2-[4-(2-oxoethyl)cyclohexyl]-N-[6-(trifluoromethyl)pyridin-2-yl]pyrazolo[1,5-a]pyridine-5-carboxamide